methyl (2S,4R)-1-((S)-2-((methoxycarbonyl)amino)-3,3-dimethylbutanoyl)-4-(trifluoromethyl)piperidine-2-carboxylate COC(=O)N[C@H](C(=O)N1[C@@H](C[C@@H](CC1)C(F)(F)F)C(=O)OC)C(C)(C)C